C1C(CC12CCSCC2)=O 7-Thiaspiro[3.5]nonan-2-one